FC=1C(=C(C=CC1F)[C@@H]1[C@@H](O[C@]([C@H]1C)(C(F)(F)F)C)C(=O)NC1=C(C(=NC=C1)C(=O)N)C)OC 4-[[(2R,3R,4S,5R)-3-(3,4-Difluoro-2-methoxy-phenyl)-4,5-dimethyl-5-(trifluoromethyl)tetrahydrofuran-2-carbonyl]amino]-3-methyl-pyridin-2-carboxamid